CN(CCC[SiH](C=1C=C(C=C)C=CC1)COC)C 3-[(3-dimethylaminopropyl)methoxymethylsilyl]styrene